5-(2-(3-methoxy-5-methylphenylamino)-5-methylpyrimidin-4-ylamino)-7-methylbenzo[d]oxazol-2(3H)-one COC=1C=C(C=C(C1)C)NC1=NC=C(C(=N1)NC=1C=C(C2=C(NC(O2)=O)C1)C)C